NC1=C(C(=CC=C1)C(F)(F)F)N(S(=O)(=O)C)C N-(2-amino-6-(trifluoromethyl)phenyl)-N-methylmethanesulfonamide